(S)-3-chloro-4-((3,5-difluoropyridin-2-yl)methoxy-d2)-5',6-dimethyl-2'-(3-(methylsulfonyl)-1H-pyrazol-1-yl)-2H-[1,4'-bipyridin]-2-one ClC=1C(N(C(=CC1OC([2H])([2H])C1=NC=C(C=C1F)F)C)C1=CC(=NC=C1C)N1N=C(C=C1)S(=O)(=O)C)=O